2-bromo-2'-chloro-biphenyl BrC1=C(C=CC=C1)C1=C(C=CC=C1)Cl